COC(=O)NNC=1CCC(N1)C=1C=NC=C(C1)Cl.CSC1=CC=C(C=C1)C=C=C methyl-(4-(propen-1-enyl)phenyl)sulfane methyl-2-(2-(5-chloropyridin-3-yl)-3,4-dihydro-2H-pyrrol-5-yl)hydrazine-1-carboxylate